2-(aminomethyl)-1-pyrrolidinecarboxylic acid tert-butyl ester C(C)(C)(C)OC(=O)N1C(CCC1)CN